4-nitrobenzyl (4-oxocyclohexyl)(3-(4,4,5,5-tetramethyl-1,3,2-dioxaborolan-2-yl)propyl)carbamate O=C1CCC(CC1)N(C(OCC1=CC=C(C=C1)[N+](=O)[O-])=O)CCCB1OC(C(O1)(C)C)(C)C